3-tetrahydropyran-oxypyridine-4-one O1C(CCCC1)OC1C=NC=CC1=O